[Zr].C(C#CCCCCCCCCC)(O)O 2-dodecynediol zirconium